Nα-Fmoc-L-lysin C(=O)(OCC1C2=CC=CC=C2C2=CC=CC=C12)N[C@@H](CCCCN)C(=O)O